perhydro-phenazine C1CCCC2NC3CCCCC3NC12